N1(CCNCC1)C1=NC=C(C=N1)S(=O)(=O)C1=CC=C(C=C1)C1=CC2=C(N=CN=C2N2CCOCC2)N1 4-(6-(4-((2-(piperazin-1-yl)pyrimidin-5-yl)sulfonyl)phenyl)-7H-pyrrolo[2,3-d]pyrimidin-4-yl)morpholine